O(C1=CC=CC=C1)C1=CC=C(C=C1)C1=NC(=CC=C1C(=O)N)C1CCN(CC1)C(C=C)=O 2-(4-Phenoxyphenyl)-6-[1-(prop-2-enoyl)piperidin-4-yl]pyridine-3-carboxamide